P(=O)(OCC(OCCCCCCCCCCCCCCCCCC)C[C@H]1O[C@@]([C@@H]([C@@H]1O)O)(C#N)C1=CC=C2C(=NC=NN21)N)(O)[O-] ((2R,3S,4R,5R)-5-(4-aminopyrrolo[2,1-f][1,2,4]triazin-7-yl)-5-cyano-3,4-dihydroxytetrahydrofuran-2-yl)methyl(2-(octadecyloxy)ethyl) hydrogen phosphate